C(C)O[Si](CCCC(C(C(C(F)(F)F)(F)F)(F)F)(C(F)(F)F)C(F)(F)F)(OCC)OCC triethoxy[5,5,6,6,7,7,7-heptafluoro-4,4-bis(trifluoromethyl)heptyl]silane